FC(C(=O)O)(F)F.FC(C(=O)O)(F)F.NCC1=CC2=C(C(=NO2)N)C=C1 6-(aminomethyl)benzo[d]isoxazol-3-amine di-trifluoroacetate salt